C(C)(C)C1=NN(C(C2=C1N=C(C=C2)C(F)(F)F)=O)CC(=O)NC2=CC=C1C=NN(C1=C2)C(=O)OC(C)(C)C tert-butyl 6-(2-(8-isopropyl-5-oxo-2-(trifluoromethyl)pyrido[2,3-d]pyridazin-6(5H)-yl)acetamido)-1H-indazole-1-carboxylate